tert-butyl 1-imino-1-oxo-1λ6-thiomorpholine-4-carboxylate N=S1(CCN(CC1)C(=O)OC(C)(C)C)=O